(3-(hydroxymethyl)bicyclo[1.1.1]pent-1-yl)carbamic acid tert-butyl ester C(C)(C)(C)OC(NC12CC(C1)(C2)CO)=O